3-chloro-6-(5-((cyclohexyl(ethyl)amino)methyl)-1H-tetrazol-1-yl)picolinonitrile ClC=1C(=NC(=CC1)N1N=NN=C1CN(CC)C1CCCCC1)C#N